2-(5-fluorobenzofuran-6-yl)-1-((S)-7'-methyl-6'-(pyrimidin-2-yl)-3',4'-dihydro-1'h-spiro[pyrrolidine-3,2'-[1,8]naphthyridin]-1-yl)propane-1-thione FC=1C(=CC2=C(C=CO2)C1)C(C(=S)N1C[C@@]2(NC3=NC(=C(C=C3CC2)C2=NC=CC=N2)C)CC1)C